2-([1,1'-biphenyl]-2-ylamino)benzoic acid C1(=C(C=CC=C1)NC1=C(C(=O)O)C=CC=C1)C1=CC=CC=C1